platinum-tin-zinc-magnesium [Mg].[Zn].[Sn].[Pt]